[4-(3-chlorophenyl)phenyl]-2-[(2-ethoxy-1-methyl-2-oxo-ethyl)amino]propanoic acid ClC=1C=C(C=CC1)C1=CC=C(C=C1)C(C(=O)O)(C)NC(C(=O)OCC)C